COC(=O)C(CCCC)C=CCC Non-6-ene-5-carboxylic acid methyl ester